BrC=1N=C(SC1C)N1C(C2=CC=CC=C2C1=O)=O 2-(4-bromo-5-methylthiazol-2-yl)isoindoline-1,3-dione